2-oxo-[5-(trifluoro-methoxy)-3-pyridyl]indoline-5-carboxamide O=C1N(C2=CC=C(C=C2C1)C(=O)N)C=1C=NC=C(C1)OC(F)(F)F